C(C=CC=CCCCCC)(=O)C(O)(C[N+](C)(C)C)CC([O-])=O decadienoylcarnitine